OC1=CC(=C(C=C1)C=1[Se]C(=CC1)C1=C(C=C(C=C1)O)Cl)Cl 2,5-bis(4-hydroxy-2-chlorophenyl)-selenophene